COS(=O)(=O)[O-].C(CC)[N+](C)(C)C propyl-N,N,N-trimethyl-ammonium methyl-sulfate